2-(3,5-dichloro-2-fluoro-4-(4-hydroxy-3-isopropylbenzyl)phenoxy)-N,N-dimethylacetamide ClC=1C(=C(OCC(=O)N(C)C)C=C(C1CC1=CC(=C(C=C1)O)C(C)C)Cl)F